[4-[2-carbamoyl-5-[6,6-dimethyl-4-oxo-3-(trifluoromethyl)-5,7-dihydroindazol-1-yl]anilino]cyclohexyl] 2-aminoacetate NCC(=O)OC1CCC(CC1)NC1=C(C=CC(=C1)N1N=C(C=2C(CC(CC12)(C)C)=O)C(F)(F)F)C(N)=O